[Si](C1=CC=CC=C1)(C1=CC=CC=C1)(C(C)(C)C)OC1CN(C1)C1=NC=2N(C(=C1)CO)N=C(C2)[C@H]2N(CCCC2)C(=O)OC(C)(C)C tert-butyl (2S)-2-[5-[3-[tert-butyl(diphenyl)silyl]oxyazetidin-1-yl]-7-(hydroxymethyl)pyrazolo[1,5-a]pyrimidin-2-yl]piperidine-1-carboxylate